C(C)SCC(=O)NC1=CC(=NC=C1)C=1OC=2C(=NC=CC2)N1 2-(ethylthio)-N-(2-(oxazolo[4,5-b]pyridin-2-yl)pyridin-4-yl)acetamide